O[C@H]1C[C@H](C1)C1=CC(=NN1)C(=O)N(C)C 5-(cis-3-hydroxycyclobutyl)-N,N-dimethyl-1H-pyrazole-3-carboxamide